6-(1-methyl-1H-pyrazol-4-yl)-3-(4-(1-(tetrahydro-2H-pyran-2-yl)-1H-1,2,4-triazol-5-yl)piperazin-1-yl)pyrazolo[1,5-a]pyridine CN1N=CC(=C1)C=1C=CC=2N(C1)N=CC2N2CCN(CC2)C2=NC=NN2C2OCCCC2